(3R)-3-{[2-(4-methoxyphenyl)-7-(3,3,3-trifluoroprop-1-en-2-yl)[1,2,4]triazolo[1,5-c]quinazolin-5-yl]amino}azepan-2-one COC1=CC=C(C=C1)C1=NN2C(=NC=3C(=CC=CC3C2=N1)C(=C)C(F)(F)F)N[C@H]1C(NCCCC1)=O